N-((4-methoxyphenyl)sulfonyl)-5,5-diphenyl-4,5-dihydro-isoxazole-3-carboxamide COC1=CC=C(C=C1)S(=O)(=O)NC(=O)C1=NOC(C1)(C1=CC=CC=C1)C1=CC=CC=C1